5,6-dichloro-1-(2-morpholinoethyl)-3-(1-(2,4,6-trimethylbenzyl)piperidin-4-yl)-1,3-dihydro-2H-benzo[d]imidazol-2-one ClC1=CC2=C(N(C(N2C2CCN(CC2)CC2=C(C=C(C=C2C)C)C)=O)CCN2CCOCC2)C=C1Cl